C=1(C(=CC=CC1)CN)CN xylylene-diamine